COC1=C(OC(=O)C2=CC=C(OC(CCCCCOC(=O)C(=C)C)CCC)C=C2)C=CC(=C1)\C=C\C(=O)OC 1-[6-[4-[2-methoxy-4-[(E)-2-methoxycarbonyl-vinyl]-phenoxycarbonyl]-phenoxy]-nonyloxycarbonyl]-1-methyl-ethylene